CN1CCN(CC1)C1=C(C=CC=C1)C(/C=C/C1=CC=C(C=C1)/C=C/C(=O)O)=O (E)-3-[4-[(E)-3-[2-(4-Methylpiperazin-1-yl)phenyl]-3-oxoprop-1-enyl]phenyl]prop-2-enoic acid